BrC1=C(C=C2C(=CN(C2=C1)C1CCC1)C(C(F)F)=O)F 1-(6-bromo-1-cyclobutyl-5-fluoro-1H-indol-3-yl)-2,2-difluoroethan-1-one